CC1=C(C=CC=C1)C(\C=C\CCCC)=O (E)-1-(2-methylphenyl)-2-hepten-1-one